C(CCC)[Mo]CCCCCCCC butyl-octyl-molybdenum